C[Si](CCOCN1N=C(C=C1)C(=O)[O-])(C)C 1-{[2-(trimethylsilyl)ethoxy]methyl}-1H-pyrazole-3-carboxylate